CC1CNCCN1C dimethylpiperazine